NC1=C(C2=C(S1)CC(CC2)(CCOCC(F)F)C#N)C(=O)OCC Ethyl 2-amino-6-cyano-6-(2-(2,2-difluoroethoxy)ethyl)-4,5,6,7-tetrahydrobenzo[b]thiophene-3-carboxylate